O[C@H](COC=1C=C(C=CC1)S(=O)(=O)N)CN[C@H]1COC2(C1)CCN(CC2)S(=O)(=O)C2=CC=1CCCCC1C=C2 3-((S)-2-hydroxy-3-((R)-8-(5,6,7,8-tetrahydronaphthalen-2-ylsulfonyl)-1-oxa-8-azaspiro[4.5]dec-3-ylamino)propoxy)benzenesulfonamide